tert-butyl ((5-chloro-8-hydroxyquinolin-7-yl)(pyridin-3-yl)methyl)carbamate ClC1=C2C=CC=NC2=C(C(=C1)C(C=1C=NC=CC1)NC(OC(C)(C)C)=O)O